(S)-alpha-amino-3-hydroxy-5-methyl-4-isoxazolepropionic acid N[C@H](C(=O)O)CC=1C(=NOC1C)O